3-{[([2,3'-bipyridyl]-5'-yl)amino]methyl}-N-[(1S,2S)-1,3-dihydroxy-1-phenylpropan-2-yl]-4-methylbenzamide N1=C(C=CC=C1)C=1C=NC=C(C1)NCC=1C=C(C(=O)N[C@H]([C@H](C2=CC=CC=C2)O)CO)C=CC1C